FC=1C=C(C=CC1)[C@H](CNCCC1CCC(CC1)O)O (1S,4s)-4-(2-(((R)-2-(3-Fluorophenyl)-2-hydroxyethyl)amino)ethyl)-cyclohexan-1-ol